3-Amino-4-methylbenzoic acid NC=1C=C(C(=O)O)C=CC1C